2-chloro-6,7-dihydro-5H-pyrrolo[3,4-b]Pyridine hydrochloride Cl.ClC1=CC=C2C(=N1)CNC2